acryloyloxypropyl(dimethoxy)(methyl)silane C(C=C)(=O)OCCC[Si](C)(OC)OC